2-Bromo-6-vinyl-pyrazine BrC1=NC(=CN=C1)C=C